2-[4,6-bis(trifluoromethyl)-1,3,5-triazin-2-yl]-6-chloro-1-(3,3-difluoroprop-2-en-1-yl)-2,3,4,9-tetrahydro-1H-pyrido[3,4-b]indole FC(C1=NC(=NC(=N1)C(F)(F)F)N1C(C=2NC3=CC=C(C=C3C2CC1)Cl)CC=C(F)F)(F)F